CN(C(C(=O)N)C)C 2-(dimethylamino)propionamide